ClC=1C=C(C=CC1)[C@H]1N(CC[C@H](C1)C(C)(F)F)C(=O)N[C@@H](C)\C=C\S(=O)(=O)C (2S,4R)-2-(3-chlorophenyl)-4-(1,1-difluoroethyl)-N-((S,E)-4-(methylsulfonyl)but-3-en-2-yl)piperidine-1-carboxamide